COC1=C(C[C@@H]2N(CCCCC2)C2=CC(=CC(N2)=O)N2CCOCC2)C=CC=C1OC (R)-6-(2-(2,3-dimethoxybenzyl)azepan-1-yl)-4-morpholinopyridin-2(1H)-one